(2,6-dichloropyridin-4-yl)(1,4-dioxan-2-yl)methanone ClC1=NC(=CC(=C1)C(=O)C1OCCOC1)Cl